ClC=1N=C(C2=C(N1)N(N=N2)[C@H]2[C@@H]([C@@H]([C@H](O2)CS(=O)(=O)CP(O)(O)=O)O)O)NCC2CCC2 (((((2S,3S,4R,5R)-5-(5-chloro-7-((cyclobutylmethyl)amino)-3H-[1,2,3]triazolo[4,5-d]pyrimidin-3-yl)-3,4-dihydroxytetrahydrofuran-2-yl)methyl)sulfonyl)methyl)phosphonic acid